tert-butyl [3-(4-{[4-(benzyloxy)phenyl](methyl)carbamoyl}-1,5-dimethyl-1H-pyrrol-2-yl)-4-{[(3R)-3-methyl-3,4-dihydroisoquinolin-2(1H)-yl]carbonyl}benzyl]carbamate C(C1=CC=CC=C1)OC1=CC=C(C=C1)N(C(=O)C=1C=C(N(C1C)C)C=1C=C(CNC(OC(C)(C)C)=O)C=CC1C(=O)N1CC2=CC=CC=C2C[C@H]1C)C